C(C=C)(=O)N1CCOCC(C1)=O 4-acryloyl-1,4-oxazepan-6-one